ClC=1C(=CC(=NC1)OC)C1=C2CCN(C(C2=CC(=C1)CCN(C)CC)=O)C(C)C1=NC=C(C#N)C(=C1)OCC 6-(1-(5-(5-chloro-2-methoxypyridin-4-yl)-7-(2-(ethyl(methyl)amino)ethyl)-1-oxo-3,4-dihydroisoquinolin-2(1H)-yl)ethyl)-4-ethoxynicotinonitrile